CC=1C=C(C=NC1N1CCNCC1)CC1=NC(=NN2C1=NC=C2)C(=O)N (5-methyl-6-(piperazin-1-yl)pyridin-3-ylmethyl)imidazo[2,1-f][1,2,4]triazine-2-carboxamide